S(=O)(=O)(O)C(C(=O)OCCCCCCCCCCCC)CC(=O)OCCCCCCCCCCCC.[Na].[Na] disodium lauryl lauryl sulfosuccinate